5-(4-(5-fluoro-1H-pyrrolo[2,3-c]pyridin-2-yl)phenyl)-N-methylpyridin-2-amine FC=1C=C2C(=CN1)NC(=C2)C2=CC=C(C=C2)C=2C=CC(=NC2)NC